BrC=1C(=NN2C1C=C(C=C2)C2=CC(=C(C=C2)F)C(F)(F)F)C(C)C 3-Bromo-5-[4-fluoro-3-(trifluoromethyl)phenyl]-2-(propan-2-yl)pyrazolo[1,5-a]pyridine